C(C)(C)(C)OC(=O)N1CCC(CC1)CN1CCN(CC1)C1=C(C=C(C=C1)NC1C(NC(CC1)=O)=O)F 4-((4-(4-((2,6-Dioxopiperidin-3-yl)amino)-2-fluorophenyl)piperazin-1-yl)methyl)piperidine-1-carboxylic acid tert-butyl ester